5-([1,2,4]triazolo[4,3-a]pyridin-6-yl)-N-(2-oxaspiro[3.5]nonan-7-yl)-7H-pyrrolo[2,3-d]pyrimidin-2-amine N=1N=CN2C1C=CC(=C2)C2=CNC=1N=C(N=CC12)NC1CCC2(COC2)CC1